CC(CC)C1C(CCCC1)=O 2-Butan-2-yl-cyclohexan-1-on